boron water O.[B]